NC1=NC2=CC(=CC=C2C=C1F)C[C@@H]1CC[C@]2([C@@H]1OC([C@@H]2O)O)O (3R,3aS,6S,6aR)-6-[(2-amino-3-fluoroquinolin-7-yl)methyl]hexahydro-3aH-cyclopenta[b]furan-2,3,3a-triol